1-Boc-4-(4-(1-(2-chlorophenyl)-3-hydroxypropyl-amino)-6-methylamino-1,3,5-triazin-2-yl)piperazine-2-carboxylic acid C(=O)(OC(C)(C)C)N1C(CN(CC1)C1=NC(=NC(=N1)NC(CCO)C1=C(C=CC=C1)Cl)NC)C(=O)O